5-(4-(tert-Butoxycarbonyl)piperazin-1-yl)-4-fluoro-3-isopropyl-1H-pyrrolo[2,3-c]pyridine-1-carboxylic acid tert-butyl ester C(C)(C)(C)OC(=O)N1C=C(C=2C1=CN=C(C2F)N2CCN(CC2)C(=O)OC(C)(C)C)C(C)C